Cl.CN methyl-amine HCl